CC(C(=O)N[C@@H]1C[C@@H](NCC1)C)(COC1=NC=CC=C1OC(F)(F)F)C cis-2,2-dimethyl-N-(2-methylpiperidin-4-yl)-3-((3-(trifluoromethoxy)pyridin-2-yl)oxy)propionamide